BrCC1=C([C@@H](N=C(N1)C=1SC=CN1)C1=CC(=C(C=C1)F)F)C(=O)OCC ethyl (S)-6-(bromomethyl)-4-(3,4-difluorophenyl)-2-(thiazol-2-yl)-1,4-dihydropyrimidine-5-carboxylate